NC1=NC=CC=C1C1=NC=2C(=NC(=CC2)F)N1C=1C=C2CC[C@@H](C2=CC1)NC(C)=O N-[(1S)-5-[2-(2-aminopyridin-3-yl)-5-fluoroimidazo[4,5-b]pyridin-3-yl]-2,3-dihydro-1H-inden-1-yl]acetamide